3-(4-Ethoxy-2-(6-((2-(5-fluoro-2,7-dimethylbenzo[b]thiophen-3-yl)ethyl)amino)pyrimidin-4-yl)thiazol-5-yl)-[1,2,4]oxadiazol-5-ol C(C)OC=1N=C(SC1C1=NOC(=N1)O)C1=NC=NC(=C1)NCCC=1C2=C(SC1C)C(=CC(=C2)F)C